tert-butyl N-{2-methyl-5-[(4-methylbenzenesulfonyl)oxy]pentan-2-yl}carbamate CC(C)(CCCOS(=O)(=O)C1=CC=C(C=C1)C)NC(OC(C)(C)C)=O